4-(3-chlorophenyl-2,4,5,6-d4)-6-(phenyl-d5)dibenzo[b,d]thiophene-1,2,3,7,8,9-d6 ClC=1C(=C(C(=C(C1[2H])[2H])[2H])C1=C(C(=C(C2=C1SC1=C2C(=C(C(=C1C1=C(C(=C(C(=C1[2H])[2H])[2H])[2H])[2H])[2H])[2H])[2H])[2H])[2H])[2H])[2H]